FC=1C=C(C(=O)NC23CC(C2)(C3)[C@H](C(=O)NC3=CC=C(C=C3)F)C)C=CC1F 3,4-difluoro-N-[3-[(1R)-2-(4-fluoroanilino)-1-methyl-2-oxo-ethyl]-1-bicyclo[1.1.1]pentanyl]benzamide